ClC1=C(C=CC=C1)N1C=2N(C3=C(C1=O)C=NC(=N3)NC3=CC=C(C=C3)N3CCN(CC3)CC3CCCCC3)C=CN2 6-(2-chlorophenyl)-2-({4-[4-(cyclohexylmethyl)piperazin-1-yl]phenyl}amino)imidazo[1,2-a]pyrimido[5,4-e]pyrimidin-5(6H)-one